2-(3-{4-[(1H-indazol-5-yl)amino]quinazolin-2-yl}phenoxy)-N-(propan-2-yl)acetamide N1N=CC2=CC(=CC=C12)NC1=NC(=NC2=CC=CC=C12)C=1C=C(OCC(=O)NC(C)C)C=CC1